FC(C(=O)O)(F)F.COC1=CC=C(C=N1)C1CNCCO1 2-(6-methoxypyridin-3-yl)morpholine, trifluoroacetic acid salt